2-(2-(2-methoxyethoxy)ethoxy)ethyl 2-(4-aminophenyl)acetate NC1=CC=C(C=C1)CC(=O)OCCOCCOCCOC